BrCCCCN(C(=O)[C@H]1N(CCC1)C1=NC(=CC(=C1)C(F)(F)F)C)C1=CC(=C(C=C1)F)Cl (S)-N-(4-bromobutyl)-N-(3-chloro-4-fluorophenyl)-1-(6-methyl-4-(trifluoromethyl)pyridin-2-yl)pyrrolidine-2-carboxamide